NC1=C2C=NC(=NC2=C(C(=C1F)C1=C(C2=C(OCCN2)N=C1Cl)C)Cl)NC1=C(C=C(C(=O)NC)C=C1)OC 4-{[5-amino-8-chloro-7-(6-chloro-8-methyl-2,3-dihydro-1H-pyrido[2,3-b][1,4]oxazin-7-yl)-6-fluoroquinazolin-2-yl]amino}-3-methoxy-N-methylbenzamide